BrC=1C=CC2=C(N(C(=N2)N)C)C1 6-bromo-1-methyl-1H-benzo[d]imidazol-2-amine